(S)-{2-[1-(4-fluorophenyl)ethylamino]-6-(pyrazin-2-ylamino)pyridin-4-yl}[4-(methanesulfonyl)piperazin-1-yl]Methanone chromium-Zinc [Zn].[Cr].FC1=CC=C(C=C1)[C@H](C)NC1=NC(=CC(=C1)C(=O)N1CCN(CC1)S(=O)(=O)C)NC1=NC=CN=C1